2-methoxycarbonylpyridine-3-carboxylate COC(=O)C1=NC=CC=C1C(=O)[O-]